CC(N)C1=CC=CC=C1 methyl-1-phenyl-methanamine